ClC=1C(=CC=C2N=CC(=NC12)C=1C=NN(C1)CCN1CC(C1)(F)F)OC1=CC2=C(N=C(N2)C)C=C1 8-chloro-2-[1-[2-(3,3-difluoroazetidin-1-yl)ethyl]pyrazol-4-yl]-7-[(2-methyl-3H-benzimidazol-5-yl)oxy]quinoxaline